NC1=C(C=C(C=N1)NC(C(=O)N1[C@@H](CCC[C@@H]1C1=CC=CC=C1)C)=O)C |r| N-(6-amino-5-methyl-3-pyridyl)-2-[Rac-(2R,6R)-2-methyl-6-phenyl-1-piperidyl]-2-oxo-acetamide